ethyl 6-(bis(4-methoxybenzyl)amino)-3-(methylthio)-1,2,4-triazine-5-carboxylate COC1=CC=C(CN(C2=C(N=C(N=N2)SC)C(=O)OCC)CC2=CC=C(C=C2)OC)C=C1